4-((2-((1-(3,3-difluoro-1-methylcyclopentyl)but-2-yn-1-yl)amino)-3,4-dioxocyclobut-1-en-1-yl)amino)-3-hydroxy-N,N-dimethylpicolinamide FC1(CC(CC1)(C)C(C#CC)NC1=C(C(C1=O)=O)NC1=C(C(=NC=C1)C(=O)N(C)C)O)F